1-(2-(2,4-dioxotetrahydropyrimidin-1(2H)-yl)-1,3-dioxoisoindolin-4-yl)piperidine-4-carbaldehyde O=C1N(CCC(N1)=O)N1C(C2=CC=CC(=C2C1=O)N1CCC(CC1)C=O)=O